BrC=1N=C(C(=NC1)OC1CN(CC1)C(=O)OC(C)(C)C)SC tert-butyl 3-[[5-bromo-3-(methylthio)pyrazin-2-yl]oxy]pyrrolidine-1-carboxylate